COC1=CC(=NC=C1OC)C=1C=C(C=CC1)C1CB(OC1)O 4-(3-(4,5-Dimethoxypyridin-2-yl)phenyl)-1,2-oxaborolan-2-ol